(9H-fluoren-9-yl)methyl ((R)-1-((2S,4R)-4-hydroxy-2-((2-methyl-4-(4-methylthiazol-5-yl)benzyl)carbamoyl)pyrrolidin-1-yl)-3-methyl-1-oxo-3-(tritylthio)butan-2-yl)carbamate O[C@@H]1C[C@H](N(C1)C([C@H](C(C)(SC(C1=CC=CC=C1)(C1=CC=CC=C1)C1=CC=CC=C1)C)NC(OCC1C2=CC=CC=C2C=2C=CC=CC12)=O)=O)C(NCC1=C(C=C(C=C1)C1=C(N=CS1)C)C)=O